[Si](C1=CC=CC=C1)(C1=CC=CC=C1)(C(C)(C)C)OC[C@@H]1[C@H](C1)CCCC(C(=O)OC(C)(C)C)C tert-Butyl 5-((1S,2S)-2-(((tert-butyldiphenylsilyl)oxy)methyl)cyclopropyl)-2-methylpentanoate